ClC1=C(C(=O)NC2=C3C=NN(C3=CC=C2)C=2SC=CN2)C=C(C=C1)CNC(C(C)(C)C)=O 2-chloro-5-{[(2,2-dimethylpropionyl)amino]methyl}-N-[1-(1,3-thiazol-2-yl)-1H-indazol-4-yl]benzamide